(2'S,7R)-2'-methyl-2-(2,2,2-trifluoroethyl)spiro[4,5-dihydrothieno[2,3-c]pyran-7,4'-piperidine] C[C@@H]1NCC[C@]2(C1)OCCC1=C2SC(=C1)CC(F)(F)F